CC1(OCCC1)C(=O)N[C@H](C(N[C@@H](C[C@H]1C(NCC1)=O)C(COC(F)(F)F)=O)=O)CC(C)C 2-methyl-N-((S)-4-methyl-1-oxo-1-(((S)-3-oxo-1-((S)-2-oxopyrrolidin-3-yl)-4-(trifluoromethoxy)butan-2-yl)amino)pentan-2-yl)tetrahydrofuran-2-carboxamide